[N+](=O)([O-])C1=C(C=CC(=C1)C(C)(C)C)O o-nitro-p-tert-butylphenol